6-oxo-1,6-dihydropyridine-3-sulfonyl chloride O=C1C=CC(=CN1)S(=O)(=O)Cl